FC1=CC=C(C=C1)C1=C(N(C=C(C1=O)C(=O)N)C(C)C)C(=O)NO 3-(4-fluorophenyl)-N2-hydroxy-1-isopropyl-4-oxo-1,4-dihydropyridine-2,5-dicarboxamide